4,5-dichloro-2-[[3-(hydroxymethyl)piperidin-1-yl]methyl]phenol ClC1=CC(=C(C=C1Cl)O)CN1CC(CCC1)CO